tert-butyl (9-(2-bromo-6-(3-((tert-butoxycarbonyl)amino)-3-(2-cyanoethyl)pyrrolidin-1-yl)-4-chlorobenzyl)-9H-purin-6-yl)carbamate BrC1=C(CN2C3=NC=NC(=C3N=C2)NC(OC(C)(C)C)=O)C(=CC(=C1)Cl)N1CC(CC1)(CCC#N)NC(=O)OC(C)(C)C